BrCCCCC(C(=O)OC(C)(C)C)(F)F tert-butyl 6-bromo-2,2-difluorohexanoate